N-(5-(1-cyclopropyl-1H-pyrazol-3-yl)-4-((2-(1,1-difluoroethyl)-6-methylpyrimidin-4-yl)amino)pyridin-2-yl)acetamide C1(CC1)N1N=C(C=C1)C=1C(=CC(=NC1)NC(C)=O)NC1=NC(=NC(=C1)C)C(C)(F)F